3-OXOISOINDOLINE-5-CARBALDEHYDE O=C1NCC2=CC=C(C=C12)C=O